C1(CC1)S(=O)(=O)C=1C=C(OC[C@H](CN[C@H]2COC3(C2)CCN(CC3)S(=O)(=O)C=3C=NC2=C(C=CC=C2C3O)F)O)C=CC1 3-((R)-3-((S)-3-(3-(cyclopropylsulfonyl)phenoxy)-2-hydroxypropylamino)-1-oxa-8-azaspiro[4.5]decan-8-ylsulfonyl)-8-fluoroquinolin-4-ol